2-Methyl-N-{2-oxo-2-[(2-oxo-spiro[1H-indole-3,4'-oxane]-6-yl)amino]-1-[rac-(1R,4S)-bicyclo[2.2.1]heptan-2-ylidene]-ethyl}pyrazole-3-carboxamide CN1N=CC=C1C(=O)NC(C(NC1=CC=C2C(=C1)NC(C21CCOCC1)=O)=O)=C1[C@@H]2CC[C@H](C1)C2 |r|